FC(C1=C(C=CC=C1)C(CC)=O)(F)F 2'-(trifluoromethyl)propiophenone